BrC1=CC(=C(CC2=NC3=C(N2C[C@H]2OCC2)C=C(C=C3Cl)C(=O)OC)C=C1F)F methyl (S)-2-(4-bromo-2,5-difluorobenzyl)-4-chloro-1-(oxetan-2-ylmethyl)-1H-benzo[d]imidazole-6-carboxylate